di-sec-butyl-1,3-propanediamine C(C)(CC)C(CN)(CN)C(C)CC